[Cl-].[Cl-].C[Si](=[Zr+2](C1C(=CC2=C(C=CC(=C12)C)C)C)C1C=CC=C1)C dimethylsilylene(cyclopentadienyl)(2,4,7-trimethyl-1-indenyl)zirconium dichloride